C(=O)O.ClC=1C=CC(=C2C=CN(C(C12)=O)C)OC1CC2(CN(C2)CCCC2=C(C=3N(C=C2)C=NN3)F)C1 8-chloro-5-[[2-[3-(8-fluoro-[1,2,4]triazolo[4,3-a]pyridin-7-yl)propyl]-2-azaspiro[3.3]heptan-6-yl]oxy]-2-methyl-isoquinolin-1-one, formate salt